COC1=C(CNC2=NC=3C(=CC(=CC3C=3N2N=C(N3)C3CC(C3)(O)C=3C=CC(=NC3)C(=O)OCCC)F)OC)C=CC(=C1)OC propyl 5-((1r,3r)-3-(5-((2,4-dimethoxybenzyl)amino)-9-fluoro-7-methoxy-[1,2,4]triazolo[1,5-c]quinazolin-2-yl)-1-hydroxycyclobutyl)picolinate